C1(CC1)CN1C[C@@H](CCC1)NC=1C(N(C(=NN1)C1=C(C=C(C=C1)C(F)(F)F)OC)C)=O (R)-6-((1-(cyclopropylmethyl)piperidin-3-yl)amino)-3-(2-methoxy-4-(trifluoromethyl)phenyl)-4-methyl-1,2,4-triazin-5(4H)-one